2-(4-(3-isopropyl-2-(8-methyl-[1,2,4]triazolo[1,5-a]pyridin-6-yl)-1H-pyrrolo[2,3-c]pyridin-5-yl)piperidin-1-yl)-N-methylacetamide C(C)(C)C1=C(NC2=CN=C(C=C21)C2CCN(CC2)CC(=O)NC)C=2C=C(C=1N(C2)N=CN1)C